F[C@@H]1[C@@H](C[C@H]2C[C@H]([C@H]3[C@@H]4CC[C@H]([C@@H](CCC(=O)OC)C)[C@]4(CC[C@@H]3[C@]2(C1)C)C)OCOC)O methyl 2β-fluoro-3β-hydroxy-7α-methoxymethoxyl-5β-cholanoate